[Cl-].C1(CC1)[NH+](C1CC1)CCC1=CNC2=CC=CC(=C12)OC N-cyclopropyl-N-[2-(4-methoxy-1H-indol-3-yl)ethyl]cyclopropanaminium chloride